methyl 2-hydroxy-3-methylbutanoate OC(C(=O)OC)C(C)C